4-[1-(2-fluoroethyl)-1H-pyrazol-5-yl]-2-[(3R)-3-methylmorpholin-4-yl]-8-[1-(tetrahydro-2H-pyran-2-yl)-1H-pyrazol-5-yl]-1,7-naphthyridine FCCN1N=CC=C1C1=CC(=NC2=C(N=CC=C12)C1=CC=NN1C1OCCCC1)N1[C@@H](COCC1)C